N-((3S,4S)-3-((8-(cyclopropylamino)-6-(2,6-difluoro-3,5-dimethoxyphenyl)pyrido[3,4-d]pyrimidin-2-yl)amino)tetra-hydro-2H-pyran-4-yl)acrylamide C1(CC1)NC1=NC(=CC2=C1N=C(N=C2)N[C@@H]2COCC[C@@H]2NC(C=C)=O)C2=C(C(=CC(=C2F)OC)OC)F